2-(chloromethyl)-4-cyclohexyl-5-(trifluoromethyl)pyridine ClCC1=NC=C(C(=C1)C1CCCCC1)C(F)(F)F